6-[8-(1,3-benzothiazol-2-ylcarbamoyl)-3,4-dihydroisoquinolin-2(1H)-yl]-3-(1-{[3,5-dimethyltricyclo[3.3.1.13,7]dec-1-yl]methyl}-1H-pyrazol-4-yl)pyridine-2-carboxylic acid S1C(=NC2=C1C=CC=C2)NC(=O)C=2C=CC=C1CCN(CC21)C2=CC=C(C(=N2)C(=O)O)C=2C=NN(C2)CC21CC3(CC(CC(C2)C3)(C1)C)C